{p-[(diphenylphosphoryl)methyl]-phenyl}methane C1(=CC=CC=C1)P(=O)(C1=CC=CC=C1)CC1=CC=C(C=C1)C